C[Si]1(CCN(CC1)C1=NC2=C(C=C(C=C2C(N1C)=O)C)C(C)NC1=C(C(=O)OC(C)(C)C)C=CC=C1)C tert-butyl 2-((1-(2-(4,4-dimethyl-1,4-azasilinan-1-yl)-3,6-dimethyl-4-oxo-3,4-dihydroquinazolin-8-yl)ethyl)amino)benzoate